ethan-1-ol-2-amine C(CN)O